n-octylbis(2,6-di-t-butyl-4-methylphenoxy)aluminum C(CCCCCCC)[Al](OC1=C(C=C(C=C1C(C)(C)C)C)C(C)(C)C)OC1=C(C=C(C=C1C(C)(C)C)C)C(C)(C)C